C(C1=CC=CC=C1)OC(=O)NC(C(=O)OCC)C(CC(=C)C)C=C Ethyl 2-(benzyloxycarbonylamino)-5-methyl-3-vinyl-hex-5-enoate